CC1=NC(=CC=N1)N[C@@H]1CCCC2=CC=CC=C12 2-methyl-6-{[(1R)-1,2,3,4-tetrahydronaphthalen-1-yl]amino}pyrimidin